(3,5-di-tert-butyl-4-hydroxyphenyl)methylthioacetic acid C(C)(C)(C)C=1C=C(C=C(C1O)C(C)(C)C)CCC(=S)O